4-(2-amino-4-methoxy-8-methylthieno[2',3':5,6]benzo[1,2-d]oxazol-7-yl)-4-oxobutanoic acid NC=1OC2=C(N1)C1=C(C=C2OC)SC(=C1C)C(CCC(=O)O)=O